rac-(1S*,2S*)-2-(5-chloro-2-cyanophenyl)-N-(5-(((6-cyclopropyl-imidazo[1,2-a]pyridin-2-yl)methyl)amino)pyridazin-3-yl)cyclopropane-1-carboxamide ClC=1C=CC(=C(C1)[C@@H]1[C@H](C1)C(=O)NC=1N=NC=C(C1)NCC=1N=C2N(C=C(C=C2)C2CC2)C1)C#N |r|